1-((Ethoxycarbonyl)oxy)ethyl 5-chloro-2-((pyrazolo[1,5-a]pyrimidine-3-carboxamido)methyl)benzofuran-7-carboxylate ClC=1C=C(C2=C(C=C(O2)CNC(=O)C=2C=NN3C2N=CC=C3)C1)C(=O)OC(C)OC(=O)OCC